8-{[3-(tert-butoxycarbonylamino)propyl]{2-[(tert-butyl)bis(methyl)siloxy]-7-carboxyheptyl}amino}-7-[(tert-butyl)bis(methyl)siloxy]octanoic acid C(C)(C)(C)OC(=O)NCCCN(CC(CCCCCC(=O)O)O[Si](C)(C)C(C)(C)C)CC(CCCCCC(=O)O)O[Si](C)(C)C(C)(C)C